N-(5-chloro-4-methyl-3-{[4-(oxetan-3-yl)piperazin-1-yl]methyl}phenyl)-3-[2-(2,6-dioxo-hexahydropyridin-3-yl)-3-oxo-2,3-dihydro-1H-isoindol-5-yl]propanamide ClC=1C(=C(C=C(C1)NC(CCC=1C=C2C(N(CC2=CC1)C1C(NC(CC1)=O)=O)=O)=O)CN1CCN(CC1)C1COC1)C